Methyl (E)-4-fluorobut-2-enoate FC/C=C/C(=O)OC